3,3-dimethyl-2,3-dihydrofuro[3,2-b]pyridine-6-carboxylic acid methyl ester COC(=O)C=1C=C2C(=NC1)C(CO2)(C)C